C(C)(C)(C)C1CCC2(CC[C@@H](O2)OCCO)CC1 |r| 2-(((2RS,5s,8RS)-8-(tert-butyl)-1-oxaspiro[4.5]decan-2-yl)oxy)ethan-1-ol